FC(C(=O)O)(F)F.N[C@]1(CN(C[C@@H]1CCCB(O)O)S(N(C)CCN)(=O)=O)C(=O)O (3R,4S)-3-amino-1-(N-(2-aminoethyl)-N-methylsulfamoyl)-4-(3-boronopropyl)pyrrolidine-3-carboxylic Acid, 2,2,2-trifluoroacetic Acid Salt